dimethyl-1H-pyrazole succinate C(CCC(=O)O)(=O)O.CC1=CC(=NN1)C